C(#N)C(NC(=O)[C@@H]1[C@H]2C([C@H]2CN1C([C@H](C(C)(C)C)NC(C(F)(F)F)=O)=O)(C)C)C1COCCC1 (1R,2S,5S)-N-[cyano(tetrahydropyran-3-yl)methyl]-3-[(2S)-3,3-dimethyl-2-[(2,2,2-trifluoroacetyl)amino]butanoyl]-6,6-dimethyl-3-azabicyclo[3.1.0]hexane-2-carboxamide